NC1=CC(=C(OC=2C=CN(C2)COCC[Si](C)(C)C)C(=C1)F)F 4-(4-amino-2,6-difluorophenoxy)-1-((2-(trimethylsilyl)ethoxy)methyl)-1H-pyrrole